FC(CC=1C(=NC(=NC1)NS(=O)(=O)C1=CNC2=CC(=CC=C12)C(=O)OC)OC)F methyl 3-[[5-(2,2-difluoroethyl)-4-methoxy-pyrimidin-2-yl]sulfamoyl]-1H-indole-6-carboxylate